ClC=1C=C(C=CC1Cl)C1=CC(=CC=C1)\C=C\1/CC(CC2=C(C3=CC=CC=C3N=C12)C(=O)O)C (E)-4-((3',4'-dichloro-[1,1'-biphenyl]-3-yl)methylene)-2-methyl-1,2,3,4-tetrahydroacridine-9-carboxylic acid